C[NH+](C)CCOC N,N-dimethyl(2-methoxyethyl)ammonium